(S)-(3-((4-borono-2-(trifluoromethyl)benzyl)(5,6-diamino-6-oxohexyl)carbamoyl)-5-fluorophenyl)boronic acid B(O)(O)C1=CC(=C(CN(C(=O)C=2C=C(C=C(C2)F)B(O)O)CCCC[C@@H](C(=O)N)N)C=C1)C(F)(F)F